trifluoro-N-hydroxyacetamidine FC(C(=N)NO)(F)F